hydroxy-4'-phenyl-4-carboxychalcone OC1=C(C=CC(=C1)C(=O)O)\C=C\C(=O)C1=CC=C(C=C1)C1=CC=CC=C1